tetrazoline Phosphorus [P].N1=NNNC1